methyl (2R)-4-[[(3R)-4-methoxy-3-methyl-4-oxo-butyl]disulfanyl]-2-methyl-butanoate COC([C@@H](CCSSCC[C@H](C(=O)OC)C)C)=O